[C@H]12CCC[C@H](CC1)N2CO 9-Tropanol